methyltris[(1-methylvinyl)oxy]silane C[Si](OC(=C)C)(OC(=C)C)OC(=C)C